(3-(1-((6-bromo-7-methoxy-2-methylquinazolin-4-yl)amino)ethyl)-5-(difluoromethyl)-4-fluorophenyl)carbamic acid tert-butyl ester C(C)(C)(C)OC(NC1=CC(=C(C(=C1)C(F)F)F)C(C)NC1=NC(=NC2=CC(=C(C=C12)Br)OC)C)=O